3,5-dimethylpyrazoline CC1C=C(NN1)C